(2R,4r,6S)-2,6-dimethyloxaN-4-ol C[C@H]1O[C@H](CC(C1)O)C